C12CN(CC(N1)C2)C2=CC=C1C[C@H](COC1=C2)NC(=O)C2=C(C=1C(=NC(=CN1)C)S2)N N-((3R)-7-(3,6-diazabicyclo[3.1.1]heptan-3-yl)chroman-3-yl)-7-amino-3-methylthieno[2,3-b]pyrazine-6-carboxamide